BrC1=CC(=C(CNC2=NN=C3N2C=CC=C3)C=C1)F N-(4-Bromo-2-fluorobenzyl)-[1,2,4]triazolo[4,3-a]pyridin-3-amine